N,N-dimethylhexadecylammonium bromide [Br-].C[NH+](C)CCCCCCCCCCCCCCCC